C(C)(C)(C)OC(=O)N1C2CC(CC1C(C2)(F)F)OC(C)=O rac-3-acetoxy-6,6-difluoro-8-azabicyclo[3.2.1]octane-8-carboxylic acid tert-butyl ester